N,N-Dimethyl-1-(5-ethyl-2-hexadecyl-oxy-3-methoxyphenyl)methanamin CN(CC1=C(C(=CC(=C1)CC)OC)OCCCCCCCCCCCCCCCC)C